5-(2-(6-((3R,5R)-3-Amino-5-fluoropiperidine-1-carbonyl)-4-methoxy-3-methylpyrazolo[1,5-a]pyridin-2-yl)-1-(cyclopropylmethyl)-1H-indol-6-yl)isoindolin-1-one N[C@H]1CN(C[C@@H](C1)F)C(=O)C=1C=C(C=2N(C1)N=C(C2C)C=2N(C1=CC(=CC=C1C2)C=2C=C1CNC(C1=CC2)=O)CC2CC2)OC